1-[2-chloro-6-[6-[(6-methylpyridazin-3-yl)amino]benzimidazol-1-yl]-3-pyridyl]ethanone ClC1=NC(=CC=C1C(C)=O)N1C=NC2=C1C=C(C=C2)NC=2N=NC(=CC2)C